N-nitro-L-arginine [N+](=O)([O-])N[C@@H](CCCNC(N)=N)C(=O)O